FC=1C=CC2=C(N=C(O2)[C@H]2N(CCC3=C2N=CN3)C(=O)C=3C=NN(C3)C3=NC=CC=C3)C1 (S)-(4-(5-fluorobenzo[d]oxazol-2-yl)-6,7-dihydro-1H-imidazo[4,5-c]pyridin-5(4H)-yl)(1-(pyridin-2-yl)-1H-pyrazol-4-yl)methanone